CC1=C(C=C(OC[C@H]2N(CC2)C(=O)OC(C)(C)C)C=C1)C(NC1(CC1)C1=C2C=CC=NC2=CC(=C1)C=C)=O tert-Butyl (s)-2-((4-methyl-3-((1-(7-vinylquinolin-5-yl)cyclopropyl)carbamoyl) phenoxy)methyl)azetidine-1-carboxylate